N-(2,2-difluoroethyl)-6-(2-(methylamino)-7H-pyrrolo[2,3-d]pyrimidin-5-yl)imidazo[1,2-a]pyridine-3-carboxamide FC(CNC(=O)C1=CN=C2N1C=C(C=C2)C2=CNC=1N=C(N=CC12)NC)F